ethyl 2-(3-(4-((tert-butoxycarbonyl)amino)butoxy)phenyl)-2-phenylacetate C(C)(C)(C)OC(=O)NCCCCOC=1C=C(C=CC1)C(C(=O)OCC)C1=CC=CC=C1